C1(CC1)N1C=C(C2=C1N=CN=C2N)C=2C=NC(=CC2)[N+](=O)[O-] 7-cyclopropyl-5-(6-nitropyridin-3-yl)-7H-pyrrolo[2,3-D]Pyrimidin-4-amine